cis-N-ethyl-3-((methylsulfonyl)amino)-2-(((cis-3-phenoxycyclobutyl)oxy)methyl)-piperidine-1-carboxamide C(C)NC(=O)N1[C@H]([C@H](CCC1)NS(=O)(=O)C)CO[C@@H]1C[C@@H](C1)OC1=CC=CC=C1